ClC1=NC(=NC=C1)CCl 4-Chloro-2-chloromethylpyrimidine